(2e)-decenoic acid methyl ester COC(\C=C\CCCCCCC)=O